O=C1N(C(C=C1)=O)CCC(NCC(NCC(NCC(NCCNC(OC(C)(C)C)=O)=O)=O)=O)=O tert-butyl (15-(2,5-dioxo-2,5-dihydro-1H-pyrrol-1-yl)-4,7,10,13-tetraoxo-3,6,9,12-tetraazapentadecyl)carbamate